FC(OC1=C(C=C(C=C1)C1=CN=C(C=N1)C)C1=CC=CC=C1)F 6-[4-(difluoromethoxy)-3-phenyl-phenyl]-3-methyl-pyrazine